N-cyclopropyl-2-(difluoromethoxy)-4-[7-(1-ethyl-1-methoxy-propyl)imidazo[1,2-a]pyridin-3-yl]-6-methoxy-benzamide C1(CC1)NC(C1=C(C=C(C=C1OC)C1=CN=C2N1C=CC(=C2)C(CC)(OC)CC)OC(F)F)=O